ClC1=C(C=C(C=C1)F)[C@@H]1[C@H](CCC(C1)(C)C)C(=O)N1CC(C2(CN(C2)C(C=C)=O)CC1)(F)F (7-((1S,2S)-2-(2-chloro-5-fluorophenyl)-4,4-dimethylcyclohexane-1-carbonyl)-5,5-difluoro-2,7-diazaspiro[3.5]nonan-2-yl)prop-2-en-1-one